COC1=CC=C(CN(C2=CC(=C(C(=N2)C2=C(C=C3C(NC(=NC3=C2F)Cl)=O)F)C(F)(F)F)C)CC2=CC=C(C=C2)OC)C=C1 (S)-7-(6-(bis(4-methoxybenzyl)amino)-4-methyl-3-(trifluoromethyl)pyridin-2-yl)-2-chloro-6,8-difluoroquinazolin-4(3H)-one